3-(butylamino)propyltrimethoxysilane tert-butyl-8,8-dimethyl-3-(trifluoromethyl)-7,8-dihydro-1,6-naphthyridine-6(5H)-carboxylate C(C)(C)(C)OC(=O)N1CC=2C=C(C=NC2C(C1)(C)C)C(F)(F)F.C(CCC)NCCC[Si](OC)(OC)OC